C(C(C)C)(C1=C(C(=CC(=C1)C)C)O)C1=C(C(=CC(=C1)C)C)O isobutylidene-bis[4,6-dimethyl-phenol]